N,N-dimethylcarbamic acid chloride CN(C(=O)Cl)C